C(C)(C)(C)N1C(NC2=CC=C(C=C2C1=O)C(F)(F)F)=O 3-(tert-butyl)-6-trifluoromethylquinazoline-2,4(1H,3H)-dione